C1(C(C=CC2=CC=CC=C12)O)O 1,2-dihydronaphthalene-1,2-diol